C1(CC1)N1CCN(CC1)C1CCN(CC1)C1=C(C=C(C(=C1)OC)NC1=NC=NC(=C1)N1OCC[C@@H]1C1=CC(=CC(=C1)F)OC1=CC(=CC(=C1)F)F)NC(C=C)=O (R)-N-(2-(4-(4-cyclopropylpiperazin-1-yl)piperidin-1-yl)-5-((6-(3-(3-(3,5-difluoro-phenoxy)-5-fluoro-phenyl)isoxazolidin-2-yl)pyrimidin-4-yl)amino)-4-methoxyphenyl)-acrylamide